(3-(N-((1,2,3,5,6,7-hexahydro-s-indacen-4-yl)carbamoyl)sulfamoyl)-2-methylphenyl)boronic acid C1CCC2=C(C=3CCCC3C=C12)NC(=O)NS(=O)(=O)C=1C(=C(C=CC1)B(O)O)C